C(C)(C)(C)OC(=O)N1C=NC2=NC=C(C(=C21)C)Br 6-bromo-7-methyl-1H-imidazo[4,5-b]Pyridine-1-carboxylic acid tert-butyl ester